ClC=1C(=CC=C2C=CC(=NC12)NC1CCC(CC1)CNC(OC(C)(C)C)=O)C tert-butyl (((1R,4R)-4-((8-chloro-7-methylquinolin-2-yl)amino)cyclohexyl)methyl)carbamate